C(C)(C)OC1=C(N=CC=2N1N=C(N2)NC2CCN(CC2)S(=O)(=O)C)C=2C=NNC2 5-Isopropoxy-N-(1-(methylsulfonyl)piperidin-4-yl)-6-(1H-pyrazol-4-yl)-[1,2,4]triazolo[1,5-a]pyrazin-2-amine